O=C1NC(CCC1C1=CC=C(C=N1)N1CCC(CC1)C(=O)O)=O 1-(6-(2,6-dioxopiperidin-3-yl)pyridin-3-yl)piperidine-4-carboxylic acid